(4-benzylpiperazin-1-yl)-(4-methoxyphenyl)methanone C(C1=CC=CC=C1)N1CCN(CC1)C(=O)C1=CC=C(C=C1)OC